N-(4-(7-chloro-5-((4-morpholino-4-oxobutyl)amino)-2,3,4,5-tetrahydro-1H-benzo[b]azepine-1-carbonyl)-3-methylphenyl)-2-methylbenzamid ClC1=CC2=C(N(CCCC2NCCCC(=O)N2CCOCC2)C(=O)C2=C(C=C(C=C2)NC(C2=C(C=CC=C2)C)=O)C)C=C1